NC1=NC=CC=C1C1=NC=2C(=NC(=CC2)C2=CC=C(C=C2)F)N1C1=CC=C(C=C1)C(N1CCC(CC1)NC1=NC(=NC=C1)C#N)([2H])[2H] 4-((1-((4-(2-(2-aminopyridin-3-yl)-5-(4-fluorophenyl)-3H-imidazo[4,5-b]pyridin-3-yl)phenyl)methyl-d2)piperidin-4-yl)amino)pyrimidine-2-carbonitrile